C(C1=CC=CC=C1)OC=1C2=C(N=C(N1)SC)C(C1=C2C=CN=C1C1=C2C=NN(C2=CC(=C1C1CC1)Cl)C1OCCCC1)(O)C 4-(benzyloxy)-8-(6-chloro-5-cyclopropyl-1-(tetrahydro-2H-pyran-2-yl)-1H-indazol-4-yl)-9-methyl-2-(methylthio)-9H-pyrido[4',3':3,4]cyclopenta[1,2-d]pyrimidin-9-ol